cyclopropane-1,1-dicarboxylic acid [3-fluoro-4-(6-hydroxy-7-methoxy-quinolin-4-yloxy)-phenyl]-amide (4-fluoro-phenyl)-amide FC1=CC=C(C=C1)NC(=O)C1(CC1)C(=O)NC1=CC(=C(C=C1)OC1=CC=NC2=CC(=C(C=C12)O)OC)F